3,4-dipropyl-isocoumarin methyl-2,5-dichloroquinoline-3-carboxylate COC(=O)C=1C(=NC2=CC=CC(=C2C1)Cl)Cl.C(CC)C=1OC(=O)C2=CC=CC=C2C1CCC